(3,4-methylenedioxyphenyl)-1-(4-(hydroxycarbamoyl)benzyl)-1H-indole-3-carboxamide C1OC=2C=C(C=CC2O1)C=1N(C2=CC=CC=C2C1C(=O)N)CC1=CC=C(C=C1)C(NO)=O